8-oxazol-2-yl-quinazoline-4-carboxamide O1C(=NC=C1)C=1C=CC=C2C(=NC=NC12)C(=O)N